tert-butyl (2-(2-(2-aminoethoxy) ethoxy) ethyl)carbamate NCCOCCOCCNC(OC(C)(C)C)=O